tert-butyl 6-(4,4,5,5-tetramethyl-1,3,2-dioxaborolan-2-yl)-2,3-dihydroindole-1-carboxylate CC1(OB(OC1(C)C)C1=CC=C2CCN(C2=C1)C(=O)OC(C)(C)C)C